BrC1=NC(=CC2=C(C=CC=C12)C(CO[Si](C)(C)C(C)(C)C)C)Cl bromo-5-(1-((tert-butyldimethylsilyl)oxy)propan-2-yl)-3-chloroisoquinoline